2'-deoxy-3'-O-aminoxy-N2-azidoguanosine 5'-triphosphate P(O)(=O)(OP(=O)(O)OP(=O)(O)O)OC[C@@H]1[C@H](C[C@@H](O1)N1C=NC=2C(=O)NC(NN=[N+]=[N-])=NC12)OON